CSC=CCO methyl-thioallyl alcohol